(R)-2-(4-cyclopropyl-1H-1,2,3-triazol-1-yl)-1-((2S,4R)-4-hydroxy-2-(5-(trifluoromethyl)benzo[d]thiazol-2-yl)pyrrolidin-1-yl)-3-methylbutan-1-one C1(CC1)C=1N=NN(C1)[C@@H](C(=O)N1[C@@H](C[C@H](C1)O)C=1SC2=C(N1)C=C(C=C2)C(F)(F)F)C(C)C